C(C)N(CCC=1C=CC=NC1)CC 5-[2-(diethylamino)ethyl]pyridine